2-[2,5-dimethyl-4-(2,2,2-trifluoro-1-methyl-ethyl)phenyl]-6-fluoro-1H-quinolin-4-one CC1=C(C=C(C(=C1)C(C(F)(F)F)C)C)C=1NC2=CC=C(C=C2C(C1)=O)F